(9Z,12Z)-octadeca-9,12-dien-1-yl (2S,4R)-4-(4-(dimethylamino)butanamido)-1-((9Z,12Z)-octadeca-9,12-dienoyl)pyrrolidine-2-carboxylate CN(CCCC(=O)N[C@@H]1C[C@H](N(C1)C(CCCCCCC\C=C/C\C=C/CCCCC)=O)C(=O)OCCCCCCCC\C=C/C\C=C/CCCCC)C